BrC1=CC=C(C=C1)N1C=NN(C1=O)CC1=CC=C(OC(C(=O)O)(C)C)C=C1 2-(4-((4-(4-Bromophenyl)-5-oxo-4,5-dihydro-1H-1,2,4-triazol-1-yl)methyl)phenoxy)-2-methylpropionic acid